C(CC/C=C\\C/C=C\\C=C\\C=C\\[C@H]([C@H](CCCC(=O)O)O)SC[C@@H](C(=O)O)N)CCO The molecule is a primary alcohol, a secondary alcohol, an amino dicarboxylic acid, a L-cysteine thioether and a non-proteinogenic L-alpha-amino acid. It derives from a leukotriene E4. It is a conjugate acid of a 20-hydroxy-leukotriene E4(1-).